ClC1=C(C=CC(=C1)Cl)[C@H]1OC2=C(OC1)C=CC=C2C2CCN(CC2)C(=O)[O-] (R)-4-(3-(2,4-dichlorophenyl)-2,3-dihydrobenzo[b][1,4]dioxinIn-5-yl)piperidine-1-carboxylate